methyl 1-((5-(1-(tert-butoxycarbonyl)azetidin-3-yl)-4-methylpyridin-2-yl)methyl)piperidine-4-carboxylate C(C)(C)(C)OC(=O)N1CC(C1)C=1C(=CC(=NC1)CN1CCC(CC1)C(=O)OC)C